C(CCOCCOCCCN)N 4,7-di-oxadecane-1,10-diamine